C1(CCCCC1)NC1=NC(=NC2=CC=CC=C12)NC1=CC(=CC=C1)[N+](=O)[O-] N4-cyclohexyl-N2-(3-nitrophenyl)quinazoline-2,4-diamine